ClC1=CC(=C(COC2=NC=CC=C2C2=CC=C(C=C2)CC(=O)NC2=C(C=C(C(=O)OC)C=C2)NCC2=CN=CO2)C=C1)F methyl 4-(2-(4-(2-((4-chloro-2-fluorobenzyl)oxy)pyridine-3-yl)phenyl)acetamido)-3-((oxazol-5-ylmethyl)amino)benzoate